C(C)(C)(C)OC(=O)N1[C@@H](CCC1)CONC(=O)[C@H]1N2C(N([C@H](C=C1C)C2)O)=O (2S)-2-[[[(2S,5R)-6-hydroxy-3-methyl-7-oxo-1,6-diazabicyclo[3.2.1]oct-3-ene-2-carbonyl]amino]oxymethyl]pyrrolidine-1-carboxylic acid tert-butyl ester